BrCCOCCNC(OC(C)(C)C)=O tert-butyl [2-(2-bromoethoxy)ethyl]carbamate